ClC1=C(C(=O)N[C@H]2[C@H]3CC[C@@H](C2)N3C#N)C=CC(=C1)N1N=CC(=C1)CC#N 2-chloro-N-((1R,2R,4S)-7-cyano-7-azabicyclo[2.2.1]heptan-2-yl)-4-(4-(cyanomethyl)-1H-pyrazol-1-yl)benzamide